C12(C(CCCC1)O2)C(CCCOC(=O)C2CC1C(CC2)O1)CCCC 4-epoxycyclohexyloctyl-3,4-epoxycyclohexanecarboxylate